trans-4-amino-1-((6-fluoro-1H-indol-4-yl)methyl)-5-phenylpyrrolidin-2-one N[C@@H]1CC(N([C@H]1C1=CC=CC=C1)CC1=C2C=CNC2=CC(=C1)F)=O